(S)-(1-(5-chloro-2-ethoxybenzyl)pyrrolidin-3-yl)methanamine difumarate C(\C=C\C(=O)O)(=O)O.C(\C=C\C(=O)O)(=O)O.ClC=1C=CC(=C(CN2C[C@@H](CC2)CN)C1)OCC